BrC=1C(=C(C(=O)O)C=CC1C)F 3-Bromo-2-fluoro-4-methylbenzoic acid